1-(piperidin-4-yl)methanamine hydrochloride Cl.N1CCC(CC1)CN